[1,2]Oxaborole-3-carboxylic acid methyl ester COC(=O)C1=BOC=C1